N-(4-(((3R,4S,5R)-3,4-dihydroxy-5-methoxy-6,6-dimethyltetrahydro-2H-pyran-2-yl)oxy)-2-(pyridin-3-yl)phenethyl)acetamide O[C@H]1C(OC([C@@H]([C@H]1O)OC)(C)C)OC1=CC(=C(CCNC(C)=O)C=C1)C=1C=NC=CC1